C(C)C1CCN(CC1)C1=NC(=CC=C1C(=O)NS(=O)(=O)C1=CC=NN1)C1=CC(=CC(=C1)OCC(C)C)F 2-(4-Ethyl-1-piperidyl)-6-(3-fluoro-5-isobutoxyphenyl)-N-(1H-pyrazol-5-ylsulfonyl)pyridin-3-carboxamid